tert-butyl N-[(3R)-4,4-difluoro-3-piperidyl]carbamate FC1([C@@H](CNCC1)NC(OC(C)(C)C)=O)F